O1[C@@H](CCCC1)OC(CCCO)O (2R)-Tetrahydropyranyloxy-1,4-butanediol